4-((S)-2-((S)-2-((tert-butoxycarbonyl)amino)-3-methylbutanamido)propanamido)benzyl methyl(2-(((4-nitrophenoxy)carbonyl)oxy)ethyl)carbamate CN(C(OCC1=CC=C(C=C1)NC([C@H](C)NC([C@H](C(C)C)NC(=O)OC(C)(C)C)=O)=O)=O)CCOC(=O)OC1=CC=C(C=C1)[N+](=O)[O-]